FC=1C(=CC=C2NC=C(C[C@H](N)C(=O)O)C12)O 4-fluoro-5-hydroxytryptophan